((3-Cyclohexylpropoxy)carbonyl)-L-leucine C1(CCCCC1)CCCOC(=O)N[C@@H](CC(C)C)C(=O)O